FC(OC=1C=C(C=CC1F)C=1C=C2C(=NC1)C(=NN2CC(=O)N2CC(C2)C)F)F 2-[6-[3-(Difluoromethoxy)-4-fluoro-phenyl]-3-fluoro-pyrazolo[4,3-b]pyridin-1-yl]-1-(3-methylazetidin-1-yl)ethanone